C1N(CC12CCOCC2)[C@H]2CC[C@H](CC2)NC2=CC=CC1=C2SC(=C1CC(F)(F)F)C#CCNC1=C(C=C(C=C1)S(=O)(=O)C)OC cis-N-(4-(7-oxa-2-azaspiro[3.5]nonan-2-yl)cyclohexyl)-2-(3-((2-methoxy-4-(methylsulfonyl)phenyl)amino)prop-1-yn-1-yl)-3-(2,2,2-trifluoroethyl)benzo[b]thiophen-7-amine